1-(4-(6-chloro-7-(2-hydroxyphenyl)quinazolin-4-yl)-2-methylpiperazin-1-yl)prop-2-en-1-one ClC=1C=C2C(=NC=NC2=CC1C1=C(C=CC=C1)O)N1CC(N(CC1)C(C=C)=O)C